NC1=CC=C(C=C1)N(CCO)CCO 1-amino-4-bis-(2'-hydroxyethyl)amino-benzene